COCCOCCC[Si](O[Si](C)(C)C)(O[Si](C)(C)C)C 3-(2-methoxyethoxy)propyl-methyl-bis(trimethylsilyloxy)silan